N1(CCCCC1)S(=O)(=O)C1=CC=C(C=C1)S(=O)(=O)Cl 4-(piperidin-1-ylsulfonyl)benzene-1-sulfonyl chloride